rac-7-chloro-2-((1S*,2S*)-2-(4-methylpyrimidin-2-yl)cyclopropyl)-3,4-dihydroquinazoline ClC1=CC=C2CNC(=NC2=C1)[C@@H]1[C@H](C1)C1=NC=CC(=N1)C |r|